2-oxo-N-(1H-pyrazolo[4,3-c]pyridin-7-yl)-2-[rac-(2R,5S)-5-methyl-2-[2-[rac-(3R,4S)-1,3-dimethyl-4-piperidyl]indazol-6-yl]-1-piperidyl]acetamide O=C(C(=O)NC=1C2=C(C=NC1)C=NN2)N2[C@H](CC[C@@H](C2)C)C=2C=CC1=CN(N=C1C2)[C@@H]2[C@@H](CN(CC2)C)C |r|